CC=1C=C(OCCOC2=CC(=CC=C2)C)C=CC1 1,2-Bis(3-methyl-phenoxy)-ethan